BrC=1C=CC2=C(N=C(S2)CC2=CC=C(C=C2)C(F)(F)F)C1 5-bromo-2-(4-(trifluoromethyl)benzyl)benzo[d]thiazole